N2,N6-diphenylpyridine-2,6-diamine C1(=CC=CC=C1)NC1=NC(=CC=C1)NC1=CC=CC=C1